3-(2-(4-Fluorophenyl)-3-oxoindolin-2-yl)-4-hydroxy-1-methylpyrrolidine-2,5-dione FC1=CC=C(C=C1)C1(NC2=CC=CC=C2C1=O)C1C(N(C(C1O)=O)C)=O